C(C)OC(=O)C=1C(=NN(C1)C)C1(CC1)F 3-(1-fluorocyclopropyl)-1-methyl-1H-pyrazole-4-carboxylic acid ethyl ester